sodium phenyl (2,4,6-trimethylbenzoyl) phosphonate P(OC1=CC=CC=C1)(OC(C1=C(C=C(C=C1C)C)C)=O)=O.[Na]